6-((1R,4R)-2,5-diazabicyclo[2.2.1]heptan-2-yl)-N-(3-chloro-4-(cyclopropylmethoxy)-2-fluorophenyl)pyrimido[5,4-d]pyrimidin-4-amine [C@H]12N(C[C@H](NC1)C2)C=2N=CC=1N=CN=C(C1N2)NC2=C(C(=C(C=C2)OCC2CC2)Cl)F